(4-isopropyl-benzyl)-indoline-2,3-dione C(C)(C)C1=CC=C(CN2C(C(C3=CC=CC=C23)=O)=O)C=C1